1,2-dioleylcarbamoyl-3-dimethylaminopropane C(CCCCCCC\C=C/CCCCCCCC)C(C(CN(C)C)CCCCCCCC\C=C/CCCCCCCC)C(N)=O